FC1(CN(CC[C@H]1NC1=NN2C(C(=N1)OC)=C(C=C2)C=2C=CC1=C(N(C(=N1)C)CC(F)F)C2)C)F (R)-N-(3,3-difluoro-1-methylpiperidin-4-yl)-5-(1-(2,2-difluoroethyl)-2-methyl-1H-benzo[d]imidazol-6-yl)-4-methoxypyrrolo[2,1-f][1,2,4]triazin-2-amine